BrC1=C2CN(C(C2=C(C=C1)Cl)=O)C 4-bromo-7-chloro-2-methyl-isoindolin-1-one